4-(7-bromo-2-(methylthio)-6-(trifluoromethyl)pyrido[3,2-d]pyrimidin-4-yl)-1,4-oxazepane BrC1=CC=2N=C(N=C(C2N=C1C(F)(F)F)N1CCOCCC1)SC